C(C1=CC=CC=C1)OC(=O)N1C(CCC1)CO[Si](CC)(CC)CC (((triethylsilyl)oxy)methyl)pyrrolidine-1-carboxylic acid benzyl ester